CC(C)(C(C)(C)C)C 2,2,3,3-Tetramethylbutan